C(C)OB1OC(C2=C1C=CC(=C2)NC2=NC=C(C(=N2)N[C@H](CO)C2=CC=CC=C2)C2=NC(=NO2)N2CCOCC2)(C)C (S)-2-((2-((1-ethoxy-3,3-dimethyl-1,3-dihydrobenzo[c][1,2]oxaborol-5-yl)amino)-5-(3-morpholino-1,2,4-oxadiazol-5-yl)pyrimidin-4-yl)amino)-2-phenylethan-1-ol